FC([C@@H]1[C@H](C1)NC1=CC(=C(C(=O)N[C@H]2CN(CC[C@@H]2F)C(=O)OC(C)(C)C)C=C1[N+](=O)[O-])F)F tert-butyl (3S,4S)-3-(4-(((1S,2S)-2-(difluoromethyl)cyclopropyl)amino)-2-fluoro-5-nitrobenzamido)-4-fluoropiperidine-1-carboxylate